4-(6-fluoro-1-(1-(4-methoxybenzyl)-2,6-dioxopiperidin-3-yl)-3-methyl-1H-indazol-5-yl)piperidine-1-carboxylic acid tert-butyl ester C(C)(C)(C)OC(=O)N1CCC(CC1)C=1C=C2C(=NN(C2=CC1F)C1C(N(C(CC1)=O)CC1=CC=C(C=C1)OC)=O)C